C(C)(C)(C)OC(=O)NN1CCN(CC1)C(=O)OCC1=CC=CC=C1 benzyl 4-((tert-butoxycarbonyl)amino)piperazine-1-carboxylate